C(C)(C)C=1C=NN2C1N=C(N=C2O)OC2CCN(CC2)C 8-isopropyl-2-((1-methylpiperidin-4-yl)oxy)pyrazolo[1,5-a][1,3,5]triazin-4-ol